5-Methyl-N-(1-methyl-1H-benzo[d]imidazol-2-yl)-1-(p-tolyl)-1H-1,2,3-triazole-4-carboxamide CC1=C(N=NN1C1=CC=C(C=C1)C)C(=O)NC1=NC2=C(N1C)C=CC=C2